ClC1=CC=C(C[C@@H](N)C(=O)N[C@H](CC=2C=NC=CC2)C(=O)N[C@@H](CO)C(=O)O)C=C1 4-chloro-D-phenylalanyl-3-(3-pyridyl)-D-alanyl-L-serine